C(C)(C)(C)OC(N(C)C1CCC(CC1)OC1=CC2=C(C(N(CCO2)C[C@@H](CN2CC3=CC=CC=C3CC2)O)=O)C=C1)=O N-[4-[[4-[(2R)-3-(3,4-dihydro-1H-isoquinolin-2-yl)-2-hydroxypropyl]-5-oxo-2,3-dihydro-1,4-benzoxazepin-8-yl]oxy]cyclohexyl]-N-methyl-carbamic acid tert-butyl ester